ClC=1C=CC(=NC1)COC1=NN=C(S1)NC(=O)C=1C=NC(=CC1C1=C(C=CC=C1)CO)C N-[5-[(5-chloropyridin-2-yl)methoxy]-1,3,4-thiadiazol-2-yl]-4-[2-(hydroxymethyl)phenyl]-6-methylpyridine-3-carboxamide